(trans)-3-[[2-[[1-hydroxy-7-(trifluoromethyl)-3H-2,1-benzoxaborole-5-yl]amino]-5-methyl-pyrimidin-4-yl]amino]tetrahydropyran-4-carbonitrile OB1OCC2=C1C(=CC(=C2)NC2=NC=C(C(=N2)N[C@@H]2COCC[C@H]2C#N)C)C(F)(F)F